tert-butyl (2S,5R)-4-(2-methoxy-1-(5-(trifluoromethyl)pyridin-2-yl)ethyl)-2,5-dimethylpiperazine-1-carboxylate COCC(C1=NC=C(C=C1)C(F)(F)F)N1C[C@@H](N(C[C@H]1C)C(=O)OC(C)(C)C)C